C(C1=CC=CC=C1)C=1C=C(C=CC1)B(O)O (3-benzylphenyl)boronic acid